C1(CCCCC1)OC(CC(C(=O)O)=C)=O 4-(cyclohexyloxy)-2-methylene-4-oxobutanoic acid